N-(4-(3-(5-(dimethylamino)naphthalene-1-sulfonylamino)phenyl)thiazol-2-yl)trimethylacetamide CN(C1=C2C=CC=C(C2=CC=C1)S(=O)(=O)NC=1C=C(C=CC1)C=1N=C(SC1)NC(C(C)(C)C)=O)C